1-(3-aminomethyl-cyclohexylmethyl)-2,3-diisopropylguanidine NCC1CC(CCC1)CNC(=NC(C)C)NC(C)C